C(C)(C)(C)OC(C(CCC(=O)NS(=O)(=O)CCCNC(=O)OC(C)(C)C)N1CCN(CCN(CCN(CC1)CC(=O)OC(C)(C)C)CC(=O)OC(C)(C)C)CC(=O)OC(C)(C)C)=O tri-tert-butyl 2,2',2''-(10-(1-(tert-butoxy)-5-((3-((tert-butoxycarbonyl)-amino)propyl)sulfonamido)-1,5-dioxopentan-2-yl)-1,4,7,10-tetraazacyclododecane-1,4,7-triyl)triacetate